O(C(=S)[S-])C(C)CCCCC.[K+] potassium secondary heptyl xanthate